n-heptyltrimethyl-phosphorus bromide C(CCCCCC)P(C)(C)(C)Br